3-[6-(2,3-Dihydro-benzo[1,4]dioxin-5-yl)-2-methoxy-pyridin-3-ylamino]-N-(6-fluoro-pyridin-2-ylmethyl)-benzamide O1CCOC2=C1C=CC=C2C2=CC=C(C(=N2)OC)NC=2C=C(C(=O)NCC1=NC(=CC=C1)F)C=CC2